CC1=CC(=C(C=C1)C(C(=O)O)C)O 2-(4-METHYL-2-HYDROXYPHENYL)PROPIONIC ACID